BrC1=CC(=C(S1)C(=O)OC)CNC1=CC2=CN(N=C2C(=C1)F)C methyl 5-bromo-3-{[(7-fluoro-2-methylindazol-5-yl) amino]methyl}thiophene-2-carboxylate